NC=1C(=C(C=CC1)N1CCN(CC1)C(C(C)C)=O)[N+](=O)[O-] 1-(4-(3-amino-2-nitrophenyl)piperazin-1-yl)-2-methylpropan-1-one